tert-butyl N-(2-chloro-4,5,6,7-tetrahydrobenzothiophen-5-yl)-N-methyl-carbamate ClC=1SC2=C(C1)CC(CC2)N(C(OC(C)(C)C)=O)C